BrC1=CC=C(C=C1)C12C(C3=C(C=NC=C3OC)O1)(C(C(C2C2=CC=CC=C2)CNC2CC2)O)O 7a-(4-bromophenyl)-6-((cyclopropylamino)methyl)-4-methoxy-7-phenyl-5,6,7,7a-tetrahydro-4bH-cyclopenta[4,5]furo[2,3-c]pyridine-4b,5-diol